N-(2,4-dimethylphenyl)hydroxylamine CC1=C(C=CC(=C1)C)NO